7,9-difluoro-2-((3R,6S)-6-methylpiperidin-3-yl)-[1,2,4]triazolo[1,5-c]quinazolin-5-amine FC1=CC(=CC=2C=3N(C(=NC12)N)N=C(N3)[C@H]3CN[C@H](CC3)C)F